N=1N(N=C2C1C=CC=C2)C2=C(C(=CC(=C2)C)CN2C(C1=C(C2=O)CCCC1)=O)O 2-(2H-benzotriazol-2-yl)-4-methyl-6-(3,4,5,6-tetrahydrophthalimidylmethyl)phenol